NC1=NC=2C=NC(=CC2C2=C1C(=NN2C)C)C(=O)N([C@@H]2COCC1=C2C=CC(=C1)C(F)(F)F)C 4-amino-N,1,3-trimethyl-N-((4S)-7-(trifluoromethyl)-3,4-dihydro-1H-2-benzopyran-4-yl)-1H-pyrazolo[4,3-c][1,7]naphthyridine-8-carboxamide